2,6,10-trimethylundecanal CC(C=O)CCCC(CCCC(C)C)C